P-(4-(5-(chlorodifluoromethyl)-1,2,4-oxadiazol-3-yl)benzyl)-N-(3-methoxyphenyl)-P-methylphosphinic amide ClC(C1=NC(=NO1)C1=CC=C(CP(NC2=CC(=CC=C2)OC)(=O)C)C=C1)(F)F